(S)-2-amino-4-((furan-3-ylmethyl)(2-(3-methoxybenzamido)benzyl)amino)butanoic acid N[C@H](C(=O)O)CCN(CC1=C(C=CC=C1)NC(C1=CC(=CC=C1)OC)=O)CC1=COC=C1